ClC=1C(=C2C(=NC1C)CN(C2)C(=O)[C@H]2CN(CC2)C(=O)OC(C)(C)C)C tert-butyl (3R)-3-(3-chloro-2,4-dimethyl-5,7-dihydropyrrolo[3,4-b]pyridine-6-carbonyl)pyrrolidine-1-carboxylate